7-((3-chlorobenzyl)oxy)-1,2,3,4-tetrahydroisoquinoline ClC=1C=C(COC2=CC=C3CCNCC3=C2)C=CC1